C(#N)C=1C=2N(C=C(C1)NC(=O)C1=CC=C(C3=CN(N=C13)C)N1CCN(CC1)C(=O)OC(C)(C)C)C=C(N2)C tert-butyl 4-[7-({8-cyano-2-methylimidazo[1,2-a]pyridin-6-yl}carbamoyl)-2-methylindazol-4-yl]piperazine-1-carboxylate